ClC1=C(N=C(NC1=O)C1=CC=NC=C1)C1COCCC1 5-chloro-2-(4-pyridinyl)-4-tetrahydropyran-3-yl-1H-pyrimidin-6-one